CN[C@@H]1[C@@H](CCC1)O |r| racemic-cis-2-(methylamino)cyclopentan-1-ol